2-(3-{2-amino-6-[1-(morpholine-4-carbonyl)-1,2,3,6-tetrahydropyridin-4-yl]-7H-pyrrolo[2,3-d]pyrimidin-4-yl}-2-(hydroxymethyl)phenyl)-6-cyclopropyl-8-fluoroisoquinolin-1(2H)-one NC=1N=C(C2=C(N1)NC(=C2)C=2CCN(CC2)C(=O)N2CCOCC2)C=2C(=C(C=CC2)N2C(C1=C(C=C(C=C1C=C2)C2CC2)F)=O)CO